7-(3-fluoro-6-(trimethylstannyl)pyridin-2-yl)-4,7-diazaspiro[2.5]octane FC=1C(=NC(=CC1)[Sn](C)(C)C)N1CCNC2(CC2)C1